O1CC(CC1)C=1N=C(SC1)N1N=CC=2C=NC(=CC21)NC(C)=O N-(1-(4-(tetrahydrofuran-3-yl)thiazol-2-yl)-1H-pyrazolo[4,3-c]pyridin-6-yl)acetamide